C(\C=C\CCCCCCC)=O (E)-2-decen-1-al